5-fluoro-4-(3-isopropyl-2-methyl-2H-indazol-5-yl)-N-(5-((4-propylpiperazin-1-yl)methyl)pyridin-2-yl)pyrimidin-2-amine FC=1C(=NC(=NC1)NC1=NC=C(C=C1)CN1CCN(CC1)CCC)C1=CC2=C(N(N=C2C=C1)C)C(C)C